N-benzyl-2-(4-(4-(2-morpholinoethoxy)phenyl)-1H-indol-1-yl)acetamide C(C1=CC=CC=C1)NC(CN1C=CC2=C(C=CC=C12)C1=CC=C(C=C1)OCCN1CCOCC1)=O